NC(CO)(CO)C=1N=NNC1 2-AMINO-2-(1,2,3-TRIAZOL-4-YL)PROPAN-1,3-DIOL